CC(CNC(=O)N1C=NC(=C1)C=1C=NC=CC1)(C)C1=CC=CC=C1 N-(2-Methyl-2-phenylpropyl)-4-(pyridin-3-yl)-1H-imidazole-1-carboxamide